C(C=C)(=O)N1[C@H](CN(C[C@H]1C)C1=C(C(N(C2=NC(=C(C=C12)Cl)Cl)C=1C(=NC=CC1C)C(C)C)=O)C#N)C 4-((3S,5R)-4-acryloyl-3,5-dimethylpiperazin-1-yl)-6,7-dichloro-1-(2-isopropyl-4-methylpyridin-3-yl)-2-oxo-1,2-dihydro-1,8-naphthyridine-3-carbonitrile